C(C=C)(=O)N1C[C@@H](CCC1)N1N=C(C2=C1C(NN=C2N)=O)C2=CC=C(C=C2)OC2=NC=CC=C2 (R)-1-(1-acryloylpiperidin-3-yl)-4-amino-3-(4-(pyridin-2-yloxy)phenyl)-1H-pyrazolo[3,4-d]pyridazin-7(6H)-one